N3-methyl-11-oxo-N8-phenethyl-10,11-dihydrodibenzo[b,f][1,4]thiazepine-3,8-dicarboxamide CNC(=O)C1=CC2=C(C(NC3=C(S2)C=CC(=C3)C(=O)NCCC3=CC=CC=C3)=O)C=C1